(S)-3-oxo-3-(3-(2-(pyridin-2-yl)dipyrrolo[2,3-b:2',3'-d]pyridin-1(6H)-yl)piperidin-1-yl)propionitrile O=C(CC#N)N1C[C@H](CCC1)N1C(=CC=2C1=C1C(=NC2)NC=C1)C1=NC=CC=C1